COC1=C2NC(NC2=NC=N1)=O 6-methoxy-7,9-dihydro-8H-purin-8-one